(2RS)-2-(4-Fluoro-6-iodo-1-oxo-isoindolin-2-yl)-2-(5-fluoro-2-methoxy-phenyl)-N-thiazol-2-yl-acetamide FC1=C2CN(C(C2=CC(=C1)I)=O)[C@@H](C(=O)NC=1SC=CN1)C1=C(C=CC(=C1)F)OC |r|